Triisopropyl-[3-(4,4,5,5-tetramethyl-1,3,2-dioxaborolan-2-yl)pyrrol-1-yl]silane C(C)(C)[Si](N1C=C(C=C1)B1OC(C(O1)(C)C)(C)C)(C(C)C)C(C)C